C(C)NC1=C(C(=CC(=C1)F)F)[N+](=O)[O-] ethyl-3,5-difluoro-2-nitro-aniline